ClC1=CC2=C(C(N3[C@@H](CO2)CN(CC3)C(=O)OC(C)(C)C)=O)C(=N1)N1CCN(CC1)C tert-butyl (R)-3-chloro-1-(4-methylpiperazin-1-yl)-12-oxo-6a,7,9,10-tetrahydro-6H-pyrazino[2,1-c]pyrido[3,4-f][1,4]oxazepine-8(12H)-carboxylate